6-(1-aminopropan-2-yloxy)-4-fluoro-2,3-dihydro-1H-inden NCC(C)OC1=CC(=C2CCCC2=C1)F